ClC1=NC(=NC(=C1)O[C@@H](C)[C@H]1N(C[C@@H](C1)F)C)C1=NOC(=C1C)C(C)(C)C1=C(C=CC=C1F)F 4-Chloro-2-{5-[2-(2,6-difluorophenyl)propan-2-yl]-4-methyl-1,2-oxazol-3-yl}-6-[(1S)-1-[(2S,4R)-4-fluoro-1-methylpyrrolidin-2-yl]ethoxy]pyrimidine